ethyl 4-(5-(3-bromopropoxy)-4-fluoro-6-methoxyisoindolin-2-yl)-4-oxobutanoate BrCCCOC=1C(=C2CN(CC2=CC1OC)C(CCC(=O)OCC)=O)F